1,2-dibenzyldisulfane C(C1=CC=CC=C1)SSCC1=CC=CC=C1